5-methyl-N-(methylsulfonyl)benzamide CC=1C=CC=C(C(=O)NS(=O)(=O)C)C1